3-(1-oxo-4-((5-(((1R,2S,4R)-1,7,7-trimethylbicyclo[2.2.1]heptan-2-yl)amino)pentyl)thio)isoindolin-2-yl)piperidine-2,6-dione O=C1N(CC2=C(C=CC=C12)SCCCCCN[C@@H]1[C@@]2(CC[C@H](C1)C2(C)C)C)C2C(NC(CC2)=O)=O